6-[(1R)-1-{[(1-hydroxycyclobutyl)methyl]amino}ethyl]-4-(trifluoromethyl)-3H-isoindol-1-one OC1(CCC1)CN[C@H](C)C1=CC(=C2CNC(C2=C1)=O)C(F)(F)F